4-amino-α,α-dimethyl-2-methoxyethyl-1H-imidazo[4,5-c]quinoline-1-ethanol NC1=NC=2C=CC=CC2C2=C1N=C(N2CC(O)(C)C)CCOC